(but-2-yl)(prop-2-yl)amine CC(CC)NC(C)C